N,N-diisopropyl-4-nitrobenzamide C(C)(C)N(C(C1=CC=C(C=C1)[N+](=O)[O-])=O)C(C)C